1-[2-(Piperidin-1-yl)ethyl]-4-[(3-trifluoromethylphenyl)sulfinylmethyl]-1H-1,2,3-triazole N1(CCCCC1)CCN1N=NC(=C1)CS(=O)C1=CC(=CC=C1)C(F)(F)F